(S)-4-(5-(4-phenyl-3,4-dihydro-1H-benzo[4,5]imidazo[2,1-c][1,4]oxazin-7-yl)pyrimidin-2-yl)piperazine-1-sulfonamide C1(=CC=CC=C1)[C@@H]1N2C(COC1)=NC1=C2C=C(C=C1)C=1C=NC(=NC1)N1CCN(CC1)S(=O)(=O)N